2-(2,6-dioxopiperidin-3-yl)-5-(1-((1-ethyl-1H-pyrazol-3-yl)methyl)-4-hydroxypiperidin-4-yl)isoindoline-1,3-dione O=C1NC(CCC1N1C(C2=CC=C(C=C2C1=O)C1(CCN(CC1)CC1=NN(C=C1)CC)O)=O)=O